BrC1=C(C(=C(C(=C1)Cl)Br)F)F 1,4-dibromo-5-chloro-2,3-difluorobenzene